C1(CCC1)OC=1C=C(C=CC1)C1=CC(=NN1C1=C(C=CC=C1)C)C(=O)OCC Ethyl 5-(3-cyclobutoxyphenyl)-1-(2-methylphenyl)-1H-pyrazole-3-carboxylate